C(C)(C)(C)OC(CC1=C(C(=C(C=C1C(C)C)F)F)C1=CC(=NC=C1)F)=O 2-(3,4-difluoro-2-(2-fluoropyridin-4-yl)-6-isopropyl-phenyl)acetic acid tert-butyl ester